[Li+].N1C(CNCC1)C(=O)[O-] piperazine-2-carboxylic acid-lithium salt